[Si](C)(C)(C(C)(C)C)OC(CN(C(OC(C)(C)C)=O)C)COC1=CC(=CC=C1)C1=NC(=C(C(=N1)C=1C(=NOC1C)C)C(F)F)NC1CCOCC1 tert-Butyl 2-(tert-butyldimethylsilyloxy)-3-(3-(5-(difluoromethyl)-4-(3,5-di-methylisoxazol-4-yl)-6-(tetrahydro-2H-pyran-4-ylamino)pyrimidin-2-yl)phenoxy)propyl(methyl)carbamate